5-amino-2-[5-fluoro-2-[[(3S,4R)-3-hydroxytetrahydropyran-4-yl]amino]-3-pyridyl]-6-(5-methyl-1H-indazol-4-yl)pyrimidine-4-carboxamide NC=1C(=NC(=NC1C1=C2C=NNC2=CC=C1C)C=1C(=NC=C(C1)F)N[C@H]1[C@@H](COCC1)O)C(=O)N